N-[(2R)-2-cyclopropyl-3-(4-fluorophenyl)-2-methyl-propyl]-5-fluoro-4-methoxypyrimidine-2-carboxamide C1(CC1)[C@](CNC(=O)C1=NC=C(C(=N1)OC)F)(CC1=CC=C(C=C1)F)C